nonane-amide C(CCCCCCCC)(=O)N